N1(CCC1)C=1C=CC(=C(C1)N1C(=C2C(N(N=CC2=C1C)C1=NC=CC=C1F)=O)C)F 6-(5-(Azetidin-1-yl)-2-fluorophenyl)-2-(3-fluoropyridin-2-yl)-5,7-dimethyl-2,6-dihydro-1H-pyrrolo[3,4-d]pyridazin-1-one